BrC1=C(C(=C(C=C1)F)F)[N+](=O)[O-] 1-bromo-3,4-difluoro-2-nitro-benzene